FC1(CC2(CCCN2C1)CO)F (2,2-difluorotetrahydro-1H-pyrrolizin-7a(5H)-yl)methanol